4-[4-[3-cyano-6-(1-methylpyrazol-4-yl)pyrazolo[1,5-a]pyridin-4-yl]phenyl]piperazine-1-carboxylic acid tert-butyl ester C(C)(C)(C)OC(=O)N1CCN(CC1)C1=CC=C(C=C1)C=1C=2N(C=C(C1)C=1C=NN(C1)C)N=CC2C#N